CN1C(=NC=C1C1=CC=C(C(=N1)OC)NC=O)C N-(6-(1,2-dimethyl-1H-imidazol-5-yl)-2-methoxypyridin-3-yl)formamide